2-amino-4-((2-methoxyethyl)amino)-6-(4-(piperazine-1-carbonyl)benzyl)pyrido[4,3-d]pyrimidine NC=1N=C(C2=C(N1)C=CN(C2)CC2=CC=C(C=C2)C(=O)N2CCNCC2)NCCOC